CC1=C(C=NC=C1)C1CN(C1)C(=O)[C@@H]1CC[C@H]2N1C([C@H](CCC2)NC(=O)C2=CC1=C(S2)C=CC(=C1)CP(O)(O)=O)=O ((2-(((3S,6S,9aS)-3-(3-(4-methylpyridin-3-yl)azetidine-1-carbonyl)-5-oxooctahydro-1H-pyrrolo[1,2-a]azepin-6-yl)carbamoyl)benzo[b]thiophen-5-yl)methyl)phosphonic acid